OOOO hydroxy peroxide